OC=1C=C(\C=C\C(C)=O)C=CC1O (E)-3,4-dihydroxybenzylideneacetone